FC(C1=NC(=CC(=C1)OC)C#CCCCCCCC)F 2-(difluoromethyl)-4-methoxy-6-(non-1-yn-1-yl)pyridine